ClC1=C(C=CC(=C1)OCCN1C[C@@H]2[C@H](C1)COC2)C=2C=CC(=NC2)CC(=O)NCC2=C(C=CC=C2)F 2-(5-(2-chloro-4-(2-((3aR,6aS)-tetrahydro-1H-furo[3,4-c]pyrrol-5(3H)-yl)ethoxy)phenyl)pyridine-2-yl)-N-(2-fluorobenzyl)acetamide